1-cyclopropyl-N-[5-(2,6-dichlorophenyl)-1-trityl-1H-indazol-3-yl]piperidine-4-carboxamide C1(CC1)N1CCC(CC1)C(=O)NC1=NN(C2=CC=C(C=C12)C1=C(C=CC=C1Cl)Cl)C(C1=CC=CC=C1)(C1=CC=CC=C1)C1=CC=CC=C1